tert-butyl (S)-(1-amino-1-oxopropan-2-yl)carbamate NC([C@H](C)NC(OC(C)(C)C)=O)=O